[phenyl-(biphenylyl)triazinyl](biphenylyl)dibenzothiophene C1(=CC=CC=C1)C1=C(C(=NN=N1)C1=C(C2=C(SC3=C2C=CC=C3)C=C1)C1=C(C=CC=C1)C1=CC=CC=C1)C1=C(C=CC=C1)C1=CC=CC=C1